COC1=NC=NC(=C1C(=O)NC=1SC2=C(N1)C=1C=CC(=CC1OC21CNC1)C(F)(F)F)OC 4,6-dimethoxy-N-(7'-(trifluoromethyl)spiro[azetidine-3,4'-chromeno[4,3-d]thiazol]-2'-yl)pyrimidine-5-carboxamide